C(CCCCCCCCCCC)C1SC=CC=C1 dodecyl-thiainine